3-((5-tert-butyl-1H-imidazol-4-yl)methylene)-6-(3-(4-fluorobenzoyl)benzylidene)piperazine-2,5-dione C(C)(C)(C)C1=C(N=CN1)C=C1C(NC(C(N1)=O)=CC1=CC(=CC=C1)C(C1=CC=C(C=C1)F)=O)=O